((R)-1-methyl-3,4-dihydroisoquinolin-2(1H)-yl)methanone C[C@H]1N(CCC2=CC=CC=C12)C=O